4-amino-6-(2,4-difluorophenyl)-2-(3-morpholino-1-piperidyl)pyrimidine-5-carbaldehyde NC1=NC(=NC(=C1C=O)C1=C(C=C(C=C1)F)F)N1CC(CCC1)N1CCOCC1